BrC1=CC=C2[C@]3(CC=4C(=NOC4C2=C1)N)[C@@H]([C@H]3C)F |o1:5,15,16| Rel-(1R,2R,3S)-8'-bromo-2-fluoro-3-methyl-4'H-spiro[cyclopropane-1,5'-naphtho[2,1-d]isoxazol]-3'-amine